C(#N)C1=CC=C(CC[C@@]2(CN(CC2)CC2=NC=C(C=C2)C(F)F)C(=O)NC2(COC2)C(F)(F)F)C=C1 (R)-3-(4-cyanophenethyl)-1-((5-(difluoromethyl)pyridin-2-yl)methyl)-N-(3-(trifluoromethyl)oxetan-3-yl)pyrrolidine-3-carboxamide